OC1=CC=C(C=C1)CC(=O)[O-].OC1=CC=C(C=C1)CC(=O)[O-].C(CCCCCCC)[Sn+2]CCCCCCCC dioctyltin bis-(4-hydroxyphenyl acetate)